4-bromomethyl-5-difluoromethoxy-1-methyl-3-trifluoromethyl-1H-pyrazole BrCC=1C(=NN(C1OC(F)F)C)C(F)(F)F